2-ethyl-N-methyl-N-(m-tolyl)butyramide C(C)C(C(=O)N(C=1C=C(C=CC1)C)C)CC